[6-(2,3-dihydro-1H-indol-1-yl)-1,2,3,4-tetrahydronaphthalen-1-yl]methylamine N1(CCC2=CC=CC=C12)C=1C=C2CCCC(C2=CC1)CN